COC1=C(C(=CC(=C1)C)C)C1=CC=C2C=CC(=NC2=N1)C=1CN(CC1)C(=O)OC(C)(C)C tert-butyl 3-[7-(2-methoxy-4,6-dimethyl-phenyl)-1,8-naphthyridin-2-yl]-2,5-dihydropyrrole-1-carboxylate